CYCLOPENTADECEN-1-ONE C1(C=CCCCCCCCCCCCC1)=O